N-([3,4'-bipyridin]-6-ylmethyl)-5-amino-N-((3R,4R)-4-methoxytetrahydro-2H-pyran-3-yl)-6,8-dihydro-1H-furo[3,4-d]pyrrolo[3,2-b]pyridine-2-carboxamide N1=CC(=CC=C1CN(C(=O)C1=CC2=NC(=C3C(=C2N1)COC3)N)[C@@H]3COCC[C@H]3OC)C3=CC=NC=C3